OC=1C(=C(C(=O)O)C=C(C1)C(F)(F)F)O dihydroxy-5-(trifluoromethyl)benzoic acid